NC=1C=2N(C3=CC(=CC=C3N1)C(=O)N(C)[C@@H]1CO[C@H](C3=CC=C(C=C13)F)C)C=NC2 4-amino-N-((1S,4S)-6-fluoro-1-methylisochroman-4-yl)-N-methylimidazo[1,5-a]quinoxaline-8-carboxamide